NCCC1=CC=C(C=C1)NCCCO 3-((4-(2-aminoethyl)phenyl)amino)propan-1-ol